Calcium carbonate methyl-(2R,7aR)-2-fluoro-6-methylidene-tetrahydro-1H-pyrrolizine-7a-carboxylate COC(=O)[C@@]12CC(CN2C[C@@H](C1)F)=C.C([O-])([O-])=O.[Ca+2]